2-[6-(trifluoromethyl)-2-pyridinyl]Propan-2-ol FC(C1=CC=CC(=N1)C(C)(C)O)(F)F